CC1(OB(OC1(C)C)C=1C=C(C=CC1)C1=NOC(=C1)C1C(NCC1)=O)C 3-(3-(3-(4,4,5,5-tetramethyl-1,3,2-dioxaborolan-2-yl)phenyl)isoxazol-5-yl)pyrrolidin-2-one